FC1(OC(OC1(F)F)=C(F)F)F perfluoro-methylene-dioxolane